5-{[(2S)-morpholin-2-yl]methoxy}-7-[1-(propan-2-yl)-1H-pyrrol-3-yl]-1,6-naphthyridine N1C[C@H](OCC1)COC1=C2C=CC=NC2=CC(=N1)C1=CN(C=C1)C(C)C